(E,Z)-8,10-Pentadecadien CCCCCCC\C=C\C=C/CCCC